5-[(methylamino)methyl]Thiophene-3-carbonitrile CNCC1=CC(=CS1)C#N